CC=1N=C(C2=C(N1)C=NC(=C2)C(=O)OC)N[C@H](C)C2=CC(=CC=C2)C(F)(F)F methyl 2-methyl-4-({(1R)-1-[3-(trifluoromethyl)phenyl]ethyl}amino)pyrido[3,4-d]pyrimidine-6-carboxylate